(2-(2,6-diethylphenyl)-3,3-dimethyl-2-azaspiro[4.5]decan-1-yl)(2-isopropoxy-5-nitrobenzylidene)ruthenium (II) dichloride C(C)C1=C(C(=CC=C1)CC)N1C(C2(CC1(C)C)CCCCC2)[Ru-3](=CC2=C(C=CC(=C2)[N+](=O)[O-])OC(C)C)(Cl)Cl